C1(=CC=CC=C1)C1OC(OC1)=C 4-Phenyl-2-methylen-1,3-di-oxolan